[Si](C)(C)(C(C)(C)C)OC(CC1=NOC(=N1)C=1C=CC(=C(C1)NC(=O)C1=CN=C2N1C=CC(=C2)OC)C)C(F)F N-(5-(3-(2-((tert-butyldimethylsilyl)oxy)-3,3-difluoropropyl)-1,2,4-oxadiazol-5-yl)-2-methylphenyl)-7-methoxyimidazo[1,2-a]pyridine-3-carboxamide